CN1C(N(C2=NC(=NC=C12)NC=1C(=CC=2N(C1)N=CN2)C)[C@H]2COCCC2)=O (R)-7-methyl-2-((7-methyl-[1,2,4]triazolo[1,5-a]pyridin-6-yl)amino)-9-(tetrahydro-2H-pyran-3-yl)-7,9-dihydro-8H-purin-8-one